C(C)(C)(C)S(=O)NCCOCC=1C=2N(C=C(C1)C1CC1)C=C(N2)CN2N=NC(=C2)C(=O)NCC2=C(C(=CC=C2N2N=NN=C2)OC)F 1-((8-((2-((tert-butylsulfinyl)amino)ethoxy)methyl)-6-cyclopropylimidazo[1,2-a]pyridin-2-yl)methyl)-N-(2-fluoro-3-methoxy-6-(1H-tetrazol-1-yl)benzyl)-1H-1,2,3-triazole-4-carboxamide